2-(3-(4-(pyridin-2-yl)piperazin-1-yl)phenyl)acetic acid N1=C(C=CC=C1)N1CCN(CC1)C=1C=C(C=CC1)CC(=O)O